ONC(=N)C1=C(C=C(C=2N=CSC21)C2=CC=C(C=C2)OC(F)(F)F)CNC(OC(C)(C)C)=O tert-butyl ((7-(N-hydroxycarbamimidoyl)-4-(4-(trifluoromethoxy)phenyl)benzo[d]thiazol-6-yl)methyl)carbamate